3-(3-bromoisoquinolin-4-yl)-6-(trifluoromethyl)quinazoline-2,4(1H,3H)-dione BrC=1N=CC2=CC=CC=C2C1N1C(NC2=CC=C(C=C2C1=O)C(F)(F)F)=O